2-(4-((4-((2-(isopropylsulfonyl)phenyl)amino)quinazolin-2-yl)amino)phenyl)acetonitrile C(C)(C)S(=O)(=O)C1=C(C=CC=C1)NC1=NC(=NC2=CC=CC=C12)NC1=CC=C(C=C1)CC#N